3-sec-butyl-1-ethyl-4-hydroxy-5-methyl-pyrazole C(C)(CC)C1=NN(C(=C1O)C)CC